C1=C(C=CC2=CC=CC=C12)C(C(=O)N)C NAPHThALEN-2-YL-PROPIONAMIDE